(1-(2-(2-aminoethoxy)-5-fluorophenyl)ethyl)pyrazolo[1,5-a]Pyrimidine-3,5-diamine trifluoroacetate salt FC(C(=O)O)(F)F.NCCOC1=C(C=C(C=C1)F)C(C)C1=NN2C(N=C(C=C2)N)=C1N